ClC1=C2C(=NC=C1)NC(=C2C=2C=CC(=C(C2)NC(C=C)=O)C)C2=CC(=CC=C2)N2CCN(CC2)C N-(5-(4-chloro-2-(3-(4-methylpiperazin-1-yl)phenyl)-1H-pyrrolo[2,3-b]pyridin-3-yl)-2-methylphenyl)acrylamide